OC[C@H]1N([C@H](CCC1)CO)C(=O)OC(C)(C)C |o1:2,4| tert-Butyl Rel-(2S,6R)-2,6-bis(hydroxymethyl)piperidine-1-carboxylate